C(C)(C)(C)OC(=O)N[C@H](/C=C/C1(CCOCC1)C(=O)OC)CC(C)C Methyl (S,E)-4-(3-((tert-butoxycarbonyl)amino)-5-methylhex-1-en-1-yl)tetrahydro-2H-pyran-4-carboxylate